4-chloro-N-((3R,5R)-5-fluoro-1-methylpiperidin-3-yl)-7,8-dihydro-5H-pyrano[3,4-d]pyridazin-1-amine ClC=1N=NC(=C2C1COCC2)N[C@H]2CN(C[C@@H](C2)F)C